C(C)(C)(C)C1=CC(=CC2=C1OP(OC1=C(C2)C=C(C=C1C(C)(C)C)C)CCP1OC2=C(CC3=C(O1)C(=CC(=C3)C)C(C)(C)C)C=C(C=C2C(C)(C)C)C)C 1,2-bis(4,8-di-tert-butyl-2,10-dimethyl-12H-dibenzo[d,g][1,3,2]dioxaphosphocin-6-yl)ethane